(E)-1-(4-(2,2-difluorobenzo[d][1,3]dioxol-5-carbonyl)piperazin-1-yl)-3-(pyrimidin-5-yl)prop-2-en-1-one bis(1-butylpentyl)decane-1,10-diyl-diglutarate C(CCC)C(CCCC)OC(C(CCC(=O)OC(CCCC)CCCC)CCCCCCCCCCC(C(=O)O)CCC(=O)O)=O.FC1(OC2=C(O1)C=CC(=C2)C(=O)N2CCN(CC2)C(\C=C\C=2C=NC=NC2)=O)F